BrC=1C=C2C(=NC=NN2C1)C1=CC(=C(C=C1)CNC(=O)C1=NOC(=N1)C(C)(C)C)F N-[[4-(6-bromopyrrolo[2,1-f][1,2,4]triazin-4-yl)-2-fluoro-phenyl]methyl]-5-tert-butyl-1,2,4-oxadiazole-3-carboxamide